(rac)-ethyl 6-chloro-7-(5-ethyl-3-(1-(rac)-hydroxy-3-morpholinopropyl)-1-methyl-1H-pyrazol-4-yl)-3-(3-((6-fluoronaphthalen-1-yl)oxy)propyl)-1H-indole-2-carboxylate ClC1=CC=C2C(=C(NC2=C1C=1C(=NN(C1CC)C)[C@@H](CCN1CCOCC1)O)C(=O)OCC)CCCOC1=CC=CC2=CC(=CC=C12)F |r|